C(CCCCCCCCC)C(CCCCOC(CCCC=O)=O)CCCCCCCCCC 5-oxopentanoic acid 5-decylpentadecyl ester